C(C)(C)(C)N(C(O)=O)CCOCC(=O)C1=C(C=CC(=C1)Cl)COCC=C.COC1(COCC1)C1=CC=CC(=N1)N1C=NC=2C=NC(=CC21)NC(C)=O N-(1-(6-(3-methoxytetrahydrofuran-3-yl)pyridin-2-yl)-1H-imidazo[4,5-c]pyridin-6-yl)acetamide tert-Butyl-(2-(2-(2-((allyloxy)methyl)-5-chlorophenyl)-2-oxoethoxy)ethyl)carbamate